C(C)(=O)C=1C=C(C=C2C(N(C(=NC12)C=1C=NC=CC1)C)=O)C 8-acetyl-3,6-dimethyl-2-(pyridin-3-yl)quinazolin-4(3H)-one